rac-(3R)-5-[7-fluoro-6-[[6-methyl-4-(methylamino)-2-pyridyl]amino]-2,3-dihydro-[1,4]dioxino[2,3-b]pyridin-8-yl]-2,3,4,7-tetrahydro-1H-azepin-3-ol FC=1C(=C2C(=NC1NC1=NC(=CC(=C1)NC)C)OCCO2)C=2C[C@H](CNCC2)O |r|